C1(CC=CCC1)CC[Si](OCC)(OCC)OCC 2-(3-cyclohexenyl)ethyltriethoxysilane